C(C)(C)(C)NCC(O)C=1C(=C(C=CC1)O)F 3-(2-(Tert-butylamino)-1-hydroxyethyl)-2-fluorophenol